CC=1C=C(C=CC1)C1=CC=C(C=C1)N1C(N(C2=C1C=NC=C2)C=2C=C(C=CC2)NC(OC(C)(C)C)=O)=O tert-butyl (3-(3-(3'-methyl-[1,1'-biphenyl]-4-yl)-2-oxo-2,3-dihydro-1H-imidazo[4,5-c]pyridin-1-yl)phenyl)carbamate